N,N-bis(4-formylphenyl)aniline C(=O)C1=CC=C(C=C1)N(C1=CC=CC=C1)C1=CC=C(C=C1)C=O